2-(1-methyl-1H-pyrazol-3-ylamino)acethydrazide CN1N=C(C=C1)NCC(=O)NN